BrC1=CC=CC=2SC(=CC21)C(=O)OC Methyl 4-bromobenzo-[b]thiophene-2-carboxylate